5-trifluoromethyl-2-(2-hydroxy-3-alpha-cumyl-5-tert-octylphenyl)benzotriazole FC(C1=CC=2C(=NN(N2)C2=C(C(=CC(=C2)C(C)(C)CC(C)(C)C)C(C)(C)C2=CC=CC=C2)O)C=C1)(F)F